ethyl 2-(5-chloro-2-fluoro-4-(2-fluoro-4-hydroxy-3-isopropylbenzyl)-3-isopropylphenoxy)acetate ClC=1C(=C(C(=C(OCC(=O)OCC)C1)F)C(C)C)CC1=C(C(=C(C=C1)O)C(C)C)F